PHENYLPYRROLIDINE C1CCN(C1)C2=CC=CC=C2